1-amino-2-Methoxy-5-methyl-4-benzenesulfonic acid NC1=C(C=C(C(=C1)C)S(=O)(=O)O)OC